COC=1C=C2C(=NN(C2=C2C1C=CC=C2)C2=CC=CC=C2)C(C)=O 1-(5-methoxy-1-phenyl-1H-benzo[g]indazol-3-yl)ethan-1-one